4-(methylsulfonyl)-2',3',4',5'-tetrahydro-[1,1'-biphenyl]-2-amine CS(=O)(=O)C=1C=C(C(=CC1)C=1CCCCC1)N